N-[4-[4-(5-aminopentanoyl)piperazine-1-carbonyl]-3-chloro-phenyl]-5-(2,3-difluoro-4-methoxy-phenyl)-1-methyl-imidazole-2-carboxamide NCCCCC(=O)N1CCN(CC1)C(=O)C1=C(C=C(C=C1)NC(=O)C=1N(C(=CN1)C1=C(C(=C(C=C1)OC)F)F)C)Cl